FC(C1=CC=C(C=C1)C1=CN=C(C2=NC=CN=C21)NCC2C(NCC2)=O)(F)F 3-(((8-(4-(trifluoromethyl)phenyl)pyrido[3,4-b]pyrazin-5-yl)amino)methyl)pyrrolidin-2-one